[K].N[C@@H](CCCNC(N)=N)C(=O)N(C([C@@H](N)CC1=CC=CC=C1)=O)C1=CC2=CC=CC=C2C=C1 phenylalanine arginyl-β-naphthylamide potassium